N-[(1R,2S)-2-hydroxycyclohexyl]-N-[4-methyl-3-({[5-(pyrimidin-2-yl)pyridin-3-yl]amino}methyl)phenyl]urea O[C@@H]1[C@@H](CCCC1)N(C(=O)N)C1=CC(=C(C=C1)C)CNC=1C=NC=C(C1)C1=NC=CC=N1